methyl (1S)-5-(4-{[(2-{[(tert-butoxy)carbonyl](methyl)amino}ethyl)(methyl) amino]methyl}-1-(oxan-2-yl)-1H-pyrazol-3-yl)-2,2-dimethylcyclohexane-1-carboxylate C(C)(C)(C)OC(=O)N(CCN(C)CC=1C(=NN(C1)C1OCCCC1)C1CCC([C@H](C1)C(=O)OC)(C)C)C